N1N=CC(=C1)C1=NC=CC(=C1)N1C=CC=2C1=NC=C(C2)C(=O)N2CCC(CC2)(F)F (1-(2-(1H-pyrazol-4-yl)pyridin-4-yl)-1H-pyrrolo[2,3-b]pyridin-5-yl)(4,4-difluoropiperidin-1-yl)methanone